4-(2-{[4-(morpholin-4-yl)phenyl]amino}pyrimidin-4-yl)piperazine-1-carboxamide 2-Fluoroethyl-4-fluorobutyrat FCCOC(CCCF)=O.N1(CCOCC1)C1=CC=C(C=C1)NC1=NC=CC(=N1)N1CCN(CC1)C(=O)N